3-(4-bromo-2-oxopyridin-1(2H)-yl)-1-(4-methoxybenzyl)piperidine-2,6-dione BrC1=CC(N(C=C1)C1C(N(C(CC1)=O)CC1=CC=C(C=C1)OC)=O)=O